CNC(=O)C1=CC=C(C=C1)C=1N=C2SC3=C(N2C1)C=CC(=C3)C(=O)NC3CC(CCC3)NC(OC(C)(C)C)=O Tert-butyl (3-(2-(4-(methylcarbamoyl)phenyl)benzo[d]imidazo[2,1-b]thiazole-7-carboxamido)cyclohexyl)carbamate